(R)-1-(3-bromo-5-(2-methylpyrrolidin-1-yl)phenyl)propan-1-one BrC=1C=C(C=C(C1)N1[C@@H](CCC1)C)C(CC)=O